BrC1=CC2=C(NC(C3N(C2=O)CCN(C3)C(CNC3=CC=C(C=C3)C)=O)=O)C=C1 8-bromo-2-(p-tolylglycyl)-1,3,4,12a-tetrahydrobenzo[e]pyrazino[1,2-a][1,4]diazepine-6,12(2H,11H)-dione